3-amino-N-[4-(3-anilino-6,6-dimethyl-4-oxo-4,5,6,7-tetrahydro-1H-pyrrolo[3,2-c]pyridin-2-yl)pyridin-2-yl]-2-(4-fluorophenyl)propanamide-hydrogen chloride salt Cl.NCC(C(=O)NC1=NC=CC(=C1)C1=C(C=2C(NC(CC2N1)(C)C)=O)NC1=CC=CC=C1)C1=CC=C(C=C1)F